CC1(OB(OC1(C)C)C1=CC=C(C=C1)C=1NC2=CC=CC=C2C1)C 2-(4-(4,4,5,5-tetramethyl-1,3,2-dioxaborolan-2-yl)phenyl)-1H-indole